C(C)(=O)C=1C=C(COC2=CC=CC(=N2)C2CCN(CC2)CC2=NC3=C(N2C[C@H]2OCC2)C=C(C=C3)C(=O)OC)C=CC1 methyl (S)-2-((4-(6-((3-acetylbenzyl)oxy) pyridin-2-yl)piperidin-1-yl)methyl)-1-(oxetan-2-ylmethyl)-1H-benzo[d]imidazole-6-carboxylate